3-((3-(4-(2-(isobutylsulfonyl)phenoxy)-3-(trifluoromethyl)phenyl)-1,2,4-oxadiazol-5-yl)methyl)-8-(1-methylpiperidin-4-yl)-1-(2-morpholinoethyl)-1,3,8-triazaspiro[4.5]decane-2,4-dione C(C(C)C)S(=O)(=O)C1=C(OC2=C(C=C(C=C2)C2=NOC(=N2)CN2C(N(C3(C2=O)CCN(CC3)C3CCN(CC3)C)CCN3CCOCC3)=O)C(F)(F)F)C=CC=C1